N-(5,6-dimethoxybenzothiazol-2-yl)-2-(4-cyanophenoxy)-2-{2-[(4-fluorophenyl)sulfonyl]phenyl}acetamide COC=1C(=CC2=C(N=C(S2)NC(C(C2=C(C=CC=C2)S(=O)(=O)C2=CC=C(C=C2)F)OC2=CC=C(C=C2)C#N)=O)C1)OC